C[N+]1(C=NCC1)C N,N-dimethylimidazolinium